4-(4-isopropyl-5-(8-methyl-[1,2,4]triazolo[1,5-a]pyridin-6-yl)-1H-pyrazol-3-yl)benzamide C(C)(C)C=1C(=NNC1C=1C=C(C=2N(C1)N=CN2)C)C2=CC=C(C(=O)N)C=C2